BrC=1C(=NC=C(C(=O)N2C(CN(CC2)C(C(=O)NC2=NC=C(C=C2)OC2=CC=C(C=C2)F)C)(C)C)C1)OC 2-(4-(5-bromo-6-methoxynicotinoyl)-3,3-dimethylpiperazin-1-yl)-N-(5-(4-fluorophenoxy)pyridin-2-yl)propanamide